FC=1C=C(C=C2CCC(C12)=O)OCCCC(=O)OCC ethyl 4-((7-fluoro-1-oxo-2,3-dihydro-1H-inden-5-yl)oxy)butanoate